C1(CCC1)CN1C(N(CC12CCC(CC2)(C2=CC=CC=C2)N(C)CC)C2=CC=C(C#N)C=C2)=O 4-[1-(cyclobutyl-methyl)-8-(ethyl-methyl-amino)-2-oxo-8-phenyl-1,3-diazaspiro[4.5]decan-3-yl]-benzonitrile